C[C@@H]1CN(CCO1)C(=O)C=1C=C2C(=NC1)N(C=C2)C=2C=C(C#N)C=CC2 (R)-3-(5-(2-methylmorpholine-4-carbonyl)-1H-pyrrolo[2,3-b]pyridin-1-yl)benzonitrile